(3aR,6aS)-5-(5-(3,5-difluorophenyl)-4,5-dihydro-1H-pyrazole-1-carbonyl)hexahydrocyclopenta[c]pyrrole-2(1H)-carboxylic acid tert-butyl ester C(C)(C)(C)OC(=O)N1C[C@@H]2[C@H](C1)CC(C2)C(=O)N2N=CCC2C2=CC(=CC(=C2)F)F